NC1=C(C=C(C=C1)C1=NC(=NC=C1)NC)P(C)(C)=O (2-amino-5-(2-(methylamino)pyrimidin-4-yl)phenyl)dimethyl-phosphine oxide